(e)-4-[3-(4-tert-butoxycarbonylpiperazin-1-yl)propyl-methyl-amino]but-2-enoic acid C(C)(C)(C)OC(=O)N1CCN(CC1)CCCN(C/C=C/C(=O)O)C